COC(C(=O)NC)C1OCCCC1 methoxy-N-methyl-2-(tetrahydro-2H-pyran-2-yl)acetamide